FCCCN1CC(CC1)=CC1=CC=C(C=C1)/C/1=C(\CCCC2=C1C=CC(=C2)C(=O)O)/C2=CC(=CC=C2)C(F)(F)F (Z)-9-(4-((1-(3-fluoropropyl)pyrrolidin-3-ylidene)methyl)phenyl)-8-(3-(trifluoromethyl)phenyl)-6,7-dihydro-5H-benzo[7]annulene-3-carboxylic acid